5-benzyloxy-2-[1-[tert-butyl(dimethyl)silyl]oxyvinyl]-3-methoxy-phenol C(C1=CC=CC=C1)OC=1C=C(C(=C(C1)O)C(=C)O[Si](C)(C)C(C)(C)C)OC